CC1=C(C=CC=C1C)N1CCN(CC1)C(CN1N=C(C2=C1CCC2)C(=O)N2CCC(CC2)O)=O 1-[4-(2,3-dimethylphenyl)piperazin-1-yl]-2-[3-(4-hydroxypiperidine-1-carbonyl)-5,6-dihydrocyclopenta[c]pyrazol-1(4H)-yl]ethan-1-one